FC1(CN(C1)C(C=C)=O)C(=O)N1CCC(CC1)N1N=NC(=C1C)C=1C=C(C=2N(C1)N=CC2C#N)NCCOC 6-[1-[1-(3-fluoro-1-prop-2-enoyl-azetidine-3-carbonyl)-4-piperidyl]-5-methyl-triazol-4-yl]-4-(2-methoxyethylamino)pyrazolo[1,5-a]pyridine-3-carbonitrile